ClCCC(=O)NC=1C=C(C(=NC1)C)NC(=O)C=1C=NN2C1SC(=C2)C=2C=NN(C2)C N-(5-(3-chloropropionamido)-2-methylpyridin-3-yl)-2-(1-methyl-1H-pyrazol-4-yl)pyrazolo[5,1-b]Thiazole-7-carboxamide